FC1(C[C@@]12CN(CCC2)C2=C(C(=O)NC1=CC(=NC=C1)S(N)(=O)=O)C=C(C=N2)C(F)(F)F)F |o1:3| (S or R)-2-(1,1-difluoro-5-azaspiro[2.5]octan-5-yl)-N-(2-sulfamoyl-pyridin-4-yl)-5-(trifluoromethyl)nicotinamide